1,2,3-propanetricarboxylic acid tris(2-ethylcyclohexylamide) C(C)C1C(CCCC1)NC(=O)CC(CC(=O)NC1C(CCCC1)CC)C(=O)NC1C(CCCC1)CC